N-(2-(2-amino-6-hydroxy-9H-purin-9-yl)ethyl)-1,3-dimethyl-1H-pyrazole-5-carboxamide NC1=NC(=C2N=CN(C2=N1)CCNC(=O)C1=CC(=NN1C)C)O